[C@H]1(CCC2=CC=CC=C12)[C@@H](C(=O)NC1=CC=C(C=C1)C=1N(C=NC1)C)NC(=O)C=1N(N=CC1)C N-[(1S)-1-[(1R)-indan-1-yl]-2-[4-(3-methylimidazol-4-yl)anilino]-2-oxo-ethyl]-2-methyl-pyrazole-3-carboxamide